C(C)(C)(C)OC(=O)N1[C@@H](CCC1)C=1C=C(C=C2CCN(CC12)C(=O)C1C(OC(C1)=O)(C)C)C=1C=C2C(=NC1)NC=C2C (2S)-2-(2-(2,2-Dimethyl-5-oxotetrahydrofuran-3-carbonyl)-6-(3-methyl-1H-pyrrolo[2,3-b]pyridine-5-yl)-1,2,3,4-tetrahydroisoquinolin-8-yl)pyrrolidine-1-carboxylic acid tert-butyl ester